1-((3S,4R)-3-fluoro-4-((2-(3-((2-methoxy-4-(methylsulfonyl)phenyl)amino)prop-1-yn-1-yl)-3-vinylimidazo[1,2-a]pyridin-8-yl)amino)piperidin-1-yl)ethan-1-one F[C@H]1CN(CC[C@H]1NC=1C=2N(C=CC1)C(=C(N2)C#CCNC2=C(C=C(C=C2)S(=O)(=O)C)OC)C=C)C(C)=O